heptylene carbonate C1(OCCCCCCCO1)=O